FC(CN1N=CC(=C1C)NC=1C(=NC(=C(N1)NC)C1=NC2=C(C=NC=C2)N1C)C(=O)N)F 3-[[1-(2,2-Difluoroethyl)-5-methyl-pyrazol-4-yl]amino]-5-(methylamino)-6-(3-methylimidazo[4,5-c]pyridin-yl)pyrazine-2-carboxamide